C(C)OC=1C=CC2=C(C(=NO2)N)C1 5-ethoxybenzo[d]isoxazol-3-amine